tetrabutylammonium tert-butyl-{3-[({[(2S,5R)-7-oxo-6-(sulfooxy)-1,6-diazabicyclo-[3.2.1]oct-2-yl]carbonyl}amino)oxy]propyl}carbamate C(C)(C)(C)N(C([O-])=O)CCCONC(=O)[C@H]1N2C(N([C@H](CC1)C2)OS(=O)(=O)O)=O.C(CCC)[N+](CCCC)(CCCC)CCCC